1-(6-methylpyridin-3-yl)piperidin-3-amine CC1=CC=C(C=N1)N1CC(CCC1)N